O1C(CC2=C1C=CC=C2)\C(\CNC(OC(C)(C)C)=O)=C\F (E)-tert-butyl 2-(2,3-dihydrobenzofuran-2-yl)-3-fluoroallyl-carbamate